CCC(CCCCCCCCCCCC(CC)O)O heptadecane-3,15-diol